NC=1C=C(C=C2C=C(N=CC12)NC(=O)[C@H]1[C@@H](C1)C#N)C=1C=C2C=NNC2=CC1C |r| (+-)-trans-N-[8-amino-6-(6-methyl-1H-indazol-5-yl)-3-isoquinolinyl]-2-cyano-cyclopropanecarboxamide